C1(CC1)C#CC1=CC(=C(C=N1)OC1=C(N=NN1)C(=O)O)C(F)(F)F 5-((6-(cyclopropylethynyl)-4-(trifluoromethyl)pyridin-3-yl)oxy)-1H-1,2,3-triazole-4-carboxylic acid